OC1=C(C=CC(=O)O)C=CC(=C1OC)OC 2-hydroxy-3,4-dimethoxycinnamic acid